(10R*)-10-hydroxy-10-[(1R*,2R*)-2-oct-2-yn-1-ylcyclopropyl]deca-5,8-diynoate O[C@@H](C#CCC#CCCCC(=O)[O-])[C@H]1[C@H](C1)CC#CCCCCC |o1:1,13,14|